3-Amino-4-cyclopropyl-6-(tributylstannyl)picolinamide NC=1C(=NC(=CC1C1CC1)[Sn](CCCC)(CCCC)CCCC)C(=O)N